BrC1=C(C=CC=2NC=NC21)I 4-bromo-5-iodo-1H-benzo[d]imidazole